1-(tert-butyl) 7-methyl 4-(pyrazin-2-yl)-1H-indole-1,7-dicarboxylate N1=C(C=NC=C1)C1=C2C=CN(C2=C(C=C1)C(=O)OC)C(=O)OC(C)(C)C